ClC1=CC(=C2C(=CNC2=C1Cl)I)OCC(F)F 6,7-dichloro-4-(2,2-difluoroethoxy)-3-iodo-1H-indole